C(C)S(=O)(=O)C1=C(N=C2N1C=CC(=C2)C(F)(F)F)N2CC=1C=C3C(=CC1C2=O)OC(O3)(F)F 6-[3-ethylsulfonyl-7-(trifluoromethyl)imidazo[1,2-a]pyridin-2-yl]-2,2-difluoro-5H-[1,3]dioxolo[4,5-f]isoindol-7-one